BrCCCCCCCCCN1CCCCC1 1-(8-bromooctyl)methylpiperidine